C1CC(=O)CC1C#N The molecule is an alicyclic ketone that is cyclopentanone substituted at position 3 by a cyano group. It is an alicyclic ketone and an aliphatic nitrile.